5-((6-chloro-5-(4'-((3-(((1,3-dihydroxypropan-2-yl)amino)methyl)azetidin-1-yl)methyl)-[1,1'-biphenyl]-4-yl)-1H-imidazo[4,5-b]pyridin-2-yl)oxy)-2-methylbenzoic acid ClC=1C=C2C(=NC1C1=CC=C(C=C1)C1=CC=C(C=C1)CN1CC(C1)CNC(CO)CO)N=C(N2)OC=2C=CC(=C(C(=O)O)C2)C